4,4'-thiobis(3,5-dibromobenzene) S(C1=C(C=CC=C1Br)Br)C1=C(C=CC=C1Br)Br